Distearoyl-rac-glycerol C(CCCCCCCCCCCCCCCCC)(=O)C(C(C(O)C(CCCCCCCCCCCCCCCCC)=O)O)O